ClC=1C=CC=C2C=CC=C(C12)C1=CC=C2C(=NC(=NC2=C1F)OCC12CCCN2CCC1)N1C[C@H]2CC[C@@H](C1)N2C(=O)OC(C)(C)C Tert-butyl (1R,5S)-3-(7-(8-chloronaphthalen-1-yl)-8-fluoro-2-((tetrahydro-1H-pyrrolizin-7a(5H)-yl)methoxy)quinazolin-4-yl)-3,8-diazabicyclo[3.2.1]octane-8-carboxylate